7-[1-(2,2-difluoroethyl)-1H-pyrazolo[3,4-b]pyrazin-6-yl]-2-[2-(trifluoromethyl)pyridin-3-yl]-2,7-diazaspiro[3.5]nonane FC(CN1N=CC=2C1=NC(=CN2)N2CCC1(CN(C1)C=1C(=NC=CC1)C(F)(F)F)CC2)F